FC(C1=CC=2CC[C@H]3N(C2N=C1)CCNC3)(F)F (R)-3-(trifluoromethyl)-6,6a,7,8,9,10-hexahydro-5H-pyrazino[1,2-a][1,8]naphthyridine